ClC1=C(C=C2CCCOC2=C1C1=C2C=NNC2=CC=C1C)N1CC2(CN(C2)C(\C=C\CN(C)C)=O)CC1 (2E)-1-(6-(7-chloro-8-(5-methyl-1H-indazol-4-yl)-3,4-dihydro-2H-chromen-6-yl)-2,6-diazaspiro[3.4]octan-2-yl)-4-(dimethylamino)-2-buten-1-one